7-(oxacyclohex-2-yloxy)-5H,6H,7H-pyrano[2,3-d][1,3]thiazole O1C(CCCC1)OC1CCOC=2N=CSC21